(3R,5'S)-5-bromo-2-oxospiro[indoline-3,3'-pyrrolidine]-5'-carboxamide hydrochloride Cl.BrC=1C=C2C(=CC1)NC([C@@]21CN[C@@H](C1)C(=O)N)=O